C(C)(C)(C)OC(=O)N1CCC(=CC1)C=1SC(=CN1)Br.C1(CC1)C=1C(=C(C=CC1)C(F)(F)F)C(F)(F)F cyclopropyl-bis(trifluoromethyl)benzene tert-Butyl-4-(5-bromothiazol-2-yl)-3,6-dihydropyridine-1(2H)-carboxylate